ClC1=C(C=CC(=C1)Cl)[C@@H](C)NC1=CC=CC=2N=C(OC21)N2CC(C2)[C@@H]2CN(CCC2)C2CC(C2)(C(=O)O)C (1R,3r)-3-((R)-3-(1-(7-(((R)-1-(2,4-dichlorophenyl)ethyl)amino)benzo[d]oxazol-2-yl)azetidin-3-yl)piperidin-1-yl)-1-methylcyclobutane-1-carboxylic acid